(Z)-2-(fluoromethylene)tetrahydro-1H-pyrrolizin F\C=C/1\CC2CCCN2C1